C(=O)C1=C(C=CC2=CC=CC=C12)B(O)O (1-Formyl-2-naphthalenyl)boronic acid